FC(C)C1=CC=C(C=C1)[C@@H](C(=O)O)C (S)-4-(1-fluoroethyl)-phenylpropionic acid